5-((3-(N-(2-(((2-chloro-[1,1'-biphenyl]-4-yl)methyl)amino)ethyl)sulfamoyl)propyl)amino)benzo[c][2,6]naphthyridine-8-carboxamide ClC1=C(C=CC(=C1)CNCCNS(=O)(=O)CCCNC1=NC2=C(C3=CN=CC=C13)C=CC(=C2)C(=O)N)C2=CC=CC=C2